CS(=O)(=O)N1CC(CC(C1)C1=CC=CC=C1)S(=O)(=O)C=1C=C(C#N)C=CC1 3-((1-(methylsulfonyl)-5-phenylpiperidin-3-yl)sulfonyl)benzonitrile